6-((1-(methoxymethyl)cyclopropyl)methyl)-2-methylpyridin COCC1(CC1)CC1=CC=CC(=N1)C